N,N'-Bis(phenylethyl)-1,3-bis(aminomethyl)benzol C1(=CC=CC=C1)CCNCC1=CC(=CC=C1)CNCCC1=CC=CC=C1